N-{(2S)-2-amino-4-[{(1R)-1-[1-benzyl-4-(2,5-difluorophenyl)-1H-pyrrol-2-yl]-2,2-dimethylpropyl}(glycolyl)amino]butanoyl}-β-alanyl-D-glutamic acid dibenzyl ester C(C1=CC=CC=C1)OC([C@H](NC(CCNC([C@H](CCN(C(CO)=O)[C@H](C(C)(C)C)C=1N(C=C(C1)C1=C(C=CC(=C1)F)F)CC1=CC=CC=C1)N)=O)=O)CCC(=O)OCC1=CC=CC=C1)=O